tertbutyl (1R,4R,5S)-5-(((Ra)-6-(2-cyanoethyl)-7-(2,3-dichlorophenyl)-8-fluoro-3-iodo-2-methylquinolin-4-yl)amino)-2-azabicyclo[2.1.1]hexane-2-carboxylate C(#N)CCC=1C=C2C(=C(C(=NC2=C(C1C1=C(C(=CC=C1)Cl)Cl)F)C)I)N[C@H]1[C@H]2CN([C@@H]1C2)C(=O)OC(C)(C)C